O.N[C@@H](CC(N)=O)C(=O)O L-asparagine monohydrate